N-[5-(1H-benzimidazol-2-yl)-1-[(4-methoxyphenyl)methyl]-pyrazol-3-yl]-4-bromo-benzamide N1C(=NC2=C1C=CC=C2)C2=CC(=NN2CC2=CC=C(C=C2)OC)NC(C2=CC=C(C=C2)Br)=O